OC(CC)OC(C1=C(C=CC(=C1)S(=O)(=O)O)O)=O 1-hydroxypropyl-2-hydroxy-5-sulfobenzoate